BrC1=C(C=CC=C1)C(=O)N1[C@@H](CCCC1)CO (S)-(2-bromophenyl)(2-(hydroxymethyl)piperidin-1-yl)methanone